C(C)OC=1C=C(C=C(C1C(CC)O)OCC)C(C)=O 1-[3,5-diethoxy-4-(1-hydroxypropyl)phenyl]ethan-1-one